C(C)(=O)N([S@](=O)C=1C=C(C=CC1)NC(C1=C(N=CC(=C1C)C(F)(F)F)OC=1C(=NC(=CC1)F)C)=O)C (R)-N-(3-(N-acetyl-S-methylaminosulfinyl)phenyl)-2-((6-fluoro-2-methylpyridin-3-yl)oxy)-4-methyl-5-(trifluoromethyl)nicotinamide